5-methyl-2-[(2,2,2-trichloroacetyl)carbamoylamino]pyridine-3-carboxylate CC=1C=C(C(=NC1)NC(NC(C(Cl)(Cl)Cl)=O)=O)C(=O)[O-]